O1[C@H]2[C@@H](N(CC1)C(=O)OC(C)(C)C)CNCC2 tert-butyl (4aS,8aR)-octahydro-4H-pyrido[4,3-b][1,4]oxazine-4-carboxylate